6-((1r,3r)-3-(5-((3,4-dimethylbenzyl)amino)-7-methoxy-[1,2,4]triazolo[1,5-c]quinazolin-2-yl)cyclobutyl)-5-methylnicotinonitrile CC=1C=C(CNC2=NC=3C(=CC=CC3C=3N2N=C(N3)C3CC(C3)C3=NC=C(C#N)C=C3C)OC)C=CC1C